ClC=1C=C(COC2CC3C(CN(C3)C(=O)N3N=C(C=C3)C(=O)O)C2)C=C(C1)F 1-(cis-5-((3-chloro-5-fluorobenzyl)oxy)octahydro-cyclopenta-[c]pyrrole-2-carbonyl)-1H-pyrazole-3-carboxylic acid